C(#C)[C@H]1[C@H](CN(CC1)CC1(CCN(CC1)C(=O)OC(C)(C)C)F)F tert-butyl 4-(((3R,4S)-4-ethynyl-3-fluoropiperidin-1-yl)methyl)-4-fluoropiperidine-1-carboxylate